CN1C(N(C=2N=CN(C2C1=O)CC(=O)NC1=CC=C(C=C1)C=1N=NN(C1)C1=C(C=CC=C1)I)C)=O 2-(1,3-dimethyl-2,6-dioxo-1,2,3,6-tetrahydropurin-7-yl)-N-{4-[1-(2-iodophenyl)-1H-[1,2,3]triazol-4-yl]-phenyl}acetamide